N-(4-((4-phenethyl-4-(tetrahydro-2H-pyran-2-yl)piperidin-1-yl)methyl)phenyl)acetamide C(CC1=CC=CC=C1)C1(CCN(CC1)CC1=CC=C(C=C1)NC(C)=O)C1OCCCC1